N-(4-(methoxymethyl)-4'-((6-(methylsulfonyl)pyridin-2-yl)amino)-[2,3'-bipyridin]-6'-yl)acetamide COCC1=CC(=NC=C1)C=1C=NC(=CC1NC1=NC(=CC=C1)S(=O)(=O)C)NC(C)=O